OC=1C2=C(N(C(CC1C(=O)NC)=O)CC1=CC(=C(C(=C1)F)F)F)C=CC=C2 5-hydroxy-N-methyl-2-oxo-1-(3,4,5-trifluorobenzyl)-2,3-dihydro-1H-benzo[b]azepine-4-carboxamide